N1CCC2C1=NC1=NC=CC=C1C2=O 1H,2H,3H,3aH,4H-pyrrolo[2,3-b]1,8-naphthyridin-4-one